8-Hydroxy-undecanoic acid OC(CCCCCCC(=O)O)CCC